FC1=CC=C(C=C1)C=1N=CN(C1C=1C=CC=2N(N1)C=CN2)C2(CC2)C#N 1-(4-(4-fluorophenyl)-5-(imidazo[1,2-b]pyridazin-6-yl)-1H-imidazol-1-yl)cyclopropanecarbonitrile